FC(OC1CC(C1)C(=O)OCC1=CC=CC=C1)(F)F benzyl 3-(trifluoromethoxy)cyclobutanecarboxylate